diphenyldimethylmethane diisocyanate [N-]=C=O.[N-]=C=O.C1(=CC=CC=C1)C(C)(C)C1=CC=CC=C1